CC1=CCCCCC1 methylcyclohept-1-en